N[C@@H](C)C(=O)N[C@@H]([C@@H](C)CC)C(=O)O alanyl-isoleucine